BrC=1C=C(C=CC1)[C@@H]1CN(CC1)C(=O)N1C[C@@H]2[C@@H](OCC(N2)=O)CC1 |o1:7| (4aR,8aS)-6-[(3R or S)-3-(3-Bromophenyl)pyrrolidine-1-carbonyl]-4,4a,5,7,8,8a-hexahydropyrido[4,3-b][1,4]oxazin-3-one